methyl 3-(9-((4-(((tert-butoxycarbonyl)amino)methyl)-2-fluoro-6-methylphenyl)carbamoyl)-4,5-dihydrobenzo[b]thieno[2,3-d]oxepin-8-yl)-6-(propylcarbamoyl)picolinate C(C)(C)(C)OC(=O)NCC1=CC(=C(C(=C1)C)NC(=O)C1=CC2=C(OCCC3=C2SC=C3)C=C1C=1C(=NC(=CC1)C(NCCC)=O)C(=O)OC)F